C(C#C)(=O)OCC Ethyl propiolate